S1C(=NC2=C1C=CC=C2)CN2CCN(CC2)C2=C(C(=O)OC)C=CC(=C2)OC(C)C methyl 2-(4-(benzo[d]thiazol-2-ylmethyl) piperazin-1-yl)-4-isopropoxybenzoate